6-O-docosanoyl-ascorbic acid C(CCCCCCCCCCCCCCCCCCCCC)(=O)OC[C@@H]([C@@H]1C(=C(C(=O)O1)O)O)O